C(C1=CC=CC=C1)OCCOC1=C(C=CC(=C1)Cl)C(C(=O)[O-])Br 2-(2-(2-(benzyloxy) ethoxy)-4-chlorophenyl)-2-bromoacetate